FC(=O)[C@H](O)[C@@H](O)[C@H](O)[C@H](O)CO Fluoroglucose